FC1=C(C=CC(=C1C)OC1=CC2=C(N(C=N2)C)C=C1)NC=1C2=C(N=CN1)C=CC=N2 N-(2-fluoro-3-methyl-4-((1-methyl-1H-benzo[d]imidazol-5-yl)oxy)phenyl)pyrido[3,2-d]pyrimidin-4-amine